C1(CC1)C1=CC=C2C=C(C(NC2=C1)=O)C(=O)NC1CS(C=C1)(=O)=O 7-cyclopropyl-N-(1,1-dioxo-2,3-dihydrothiophen-3-yl)-2-oxo-1,2-dihydroquinoline-3-carboxamide